C1CCC2=CC(=CC=C12)C1=NC=CC=C1C1=NN2C(C=CC=C2)=N1 2-(2,3-Dihydro-1H-inden-5-yl)pyridin-3-yl-[1,2,4]triazolo[1,5-a]pyridin